FC1=CC=C(C=C1)[C@@H]1N(CCC2=CC=CC=C12)C(=O)[C@@H]1OC[C@H](CC1)NCCOC ((S)-1-(4-fluorophenyl)-3,4-dihydroisoquinolin-2(1H)-yl)((2R,5S)-5-((2-methoxyethyl)amino)tetrahydro-2H-pyran-2-yl)methanone